3-(6-fluoro-1-oxo-7-phenylisoindolin-2-yl)piperidine-2,6-dione FC1=CC=C2CN(C(C2=C1C1=CC=CC=C1)=O)C1C(NC(CC1)=O)=O